methacrylic acid 3,3-dimethyl-4-oxopentyl ester CC(CCOC(C(=C)C)=O)(C(C)=O)C